methoxy-5-[[2-[(2S,5S)-5-methyl-2-[6-(methylamino)-3-pyridyl]-1-piperidyl]-2-oxo-acetyl]amino]pyridine-3-carboxamide COC1=NC=C(C=C1C(=O)N)NC(C(=O)N1[C@@H](CC[C@@H](C1)C)C=1C=NC(=CC1)NC)=O